C(C)OC(/C(=C/C=1N=C(SC1)OC)/N=[N+]=[N-])=O.C(=O)(OC(C)(C)C)C bocmethane Ethyl-(Z)-2-azido-3-(2-methoxythiazol-4-yl)prop-2-enoate